2-chloro-N-(1-cyanocyclopropyl)-5-[1-[4-(difluoromethoxy)-2-methyl-5-[1,2,2,2-tetrafluoro-1-(trifluoromethyl)ethyl]pyrazol-3-yl]pyrazol-4-yl]-N-(methoxymethyl)benzamide ClC1=C(C(=O)N(COC)C2(CC2)C#N)C=C(C=C1)C=1C=NN(C1)C=1N(N=C(C1OC(F)F)C(C(F)(F)F)(C(F)(F)F)F)C